C(C)OC(=O)N1C2COCC1CC(C2)N2CCC(CC2)C(=O)N2C=CC=CC=C2 7-[4-(azepin-1-ylcarbonyl)piperidin-1-yl]-3-oxa-9-azabicyclo[3.3.1]nonane-9-carboxylic acid ethyl ester